Cl.C(C)(C)OC=1C=CC(=NC1)OC1(C[C@@H](NC[C@@H]1C)C)C 5-isopropoxy-2-(((2s,5s)-2,4,5-trimethylpiperidin-4-yl)oxy)pyridine HCl